lithium phenyl-2,4,6-trimethylbenzoylphosphine C1(=CC=CC=C1)PC(C1=C(C=C(C=C1C)C)C)=O.[Li]